C(C=C)(=O)N1C(CN(CC1)C1=NC(=NC=2CC(CCC12)N1CCC2=CC=C(C=C12)NC(C)=O)OCC1N(CCC1)C)CC#N N-(1-(4-(4-acryloyl-3-(cyanomethyl)piperazin-1-yl)-2-((1-methylpyrrolidin-2-yl)methoxy)-5,6,7,8-tetrahydroquinazolin-7-yl)indolin-6-yl)acetamide